N-(3-(N-(4-bromophenyl)sulfamoyl)phenyl)benzo[d]thiazole-6-carboxamide BrC1=CC=C(C=C1)NS(=O)(=O)C=1C=C(C=CC1)NC(=O)C1=CC2=C(N=CS2)C=C1